C(C)(C)(C)OC(=O)N1[C@@H](CN(C[C@@H]1C)C1=CC=C(C2=C1N=NN2C)C(=O)OC)C methyl 7-[(3R,5S)-4-tert-butoxycarbonyl-3,5-dimethyl-piperazin-1-yl]-3-methyl-benzotriazole-4-carboxylate